tert-butyl N-(tert-butoxycarbonyl)-N-[2-(4-carbamimidoylthiophen-2-yl)ethyl]-carbamate C(C)(C)(C)OC(=O)N(C(OC(C)(C)C)=O)CCC=1SC=C(C1)C(N)=N